N-methyl-1-(4H-thieno[3,2-c]chromen-4-yl)methanamine CNCC1OC=2C=CC=CC2C2=C1C=CS2